C1(=CC=CC=C1)C(CC(CCCC)=O)=O 1-phenyl-1,3-heptanedione